N-ethyl-4-((2-(6-(2,2,2-trifluoroethyl)quinazolin-4-yl)-2,7-diazaspiro[3.5]nonan-7-yl)methyl)benzenesulfonamide C(C)NS(=O)(=O)C1=CC=C(C=C1)CN1CCC2(CN(C2)C2=NC=NC3=CC=C(C=C23)CC(F)(F)F)CC1